CC1=C(C=CC=C1C)N1CCN(CC1)C(CN1N=C(C2=C1C[C@@H]1[C@H]2C1)C(=O)N1CCC2(CNC(CO2)=O)CC1)=O 9-[(3bR,4aR)-1-{2-[4-(2,3-dimethylphenyl)piperazin-1-yl]-2-oxoethyl}-3b,4,4a,5-tetrahydro-1H-cyclopropa[3,4]cyclopenta[1,2-c]pyrazole-3-carbonyl]-1-oxa-4,9-diazaspiro[5.5]undecan-3-one